NC1=NN=C(C(N1)=O)CN 3-amino-6-(aminomethyl)-1,2,4-triazin-5(4H)-one